C(C)(C)(C)C=1N=C(C2=C(N1)N(N=N2)CC2=C(C=CC=C2)C=C)N2CC(CC2)(F)F 5-(tert-butyl)-7-(3,3-difluoropyrrolidin-1-yl)-3-(2-vinylbenzyl)-3H-[1,2,3]triazolo[4,5-d]pyrimidine